CC1(NC(C=2C=CC=NC2C1)=O)C 7,7-dimethyl-7,8-dihydro-1,6-naphthyridin-5(6H)-one